FC1=CC=C(C=N1)C1(CCCC=2C3=CC=CC=C3NC12)N[C@H](C)C1=CC=CC=C1 (6-fluoropyridin-3-yl)-N-((R)-1-phenylethyl)-2,3,4,9-tetrahydro-1H-carbazol-1-amine